N1=C(N=CC=C1)CS(=O)(=O)C=1SC2=C(N1)C=CC=C2 2-((pyrimidin-2-ylmethyl)sulfonyl)benzo[d]thiazole